tin thulium salt [Tm].[Sn]